C(C)(C)(C)[Si](OCC1OCC1)(C)C tert-butyldimethyl-(oxetan-2-ylmethoxy)silane